FC(C1=C(C=C2CCCN(C2=C1)C=1C=C(C=C2CCNCC12)B1OC(C(O1)(C)C)(C)C)C=1C=NN(C1)C)F 8-[7-(difluoromethyl)-6-(1-methylpyrazol-4-yl)-3,4-dihydro-2H-quinolin-1-yl]-6-(4,4,5,5-tetramethyl-1,3,2-dioxaborolan-2-yl)-3,4-dihydro-1H-isoquinoline